[(2R)-1-[[5-(3-tert-butylphenyl)-1H-indol-2-yl]methyl]pyrrolidin-2-yl]methanol C(C)(C)(C)C=1C=C(C=CC1)C=1C=C2C=C(NC2=CC1)CN1[C@H](CCC1)CO